2-Cyanoethyl (3-((bis(4-methoxyphenyl)(phenyl)methoxy)methyl)-1-(6-(hept-6-ynamido)hexanoyl)azetidin-3-yl)methyl N,N-diisopropylphosphoramidite C(C)(C)N(P(OCCC#N)OCC1(CN(C1)C(CCCCCNC(CCCCC#C)=O)=O)COC(C1=CC=CC=C1)(C1=CC=C(C=C1)OC)C1=CC=C(C=C1)OC)C(C)C